Cl.FC1(CCNCC1)CCO 2-(4-fluoropiperidin-4-yl)ethan-1-ol hydrochloride